5-(4-(((4,4-dimethylcyclohexyl)amino)methyl)-2-fluoro-6-hydroxyphenyl)-1,2,5-thiadiazolidin-3-one 1,1-dioxide CC1(CCC(CC1)NCC1=CC(=C(C(=C1)O)N1CC(NS1(=O)=O)=O)F)C